5,5-difluoro-1-(4-fluoro-3-(hydroxymethyl)phenyl)-3-(trifluoromethyl)-4,5,6,7-tetrahydro-1H-indole FC1(CC=2C(=CN(C2CC1)C1=CC(=C(C=C1)F)CO)C(F)(F)F)F